3,12-tridecadiene CCC=CCCCCCCCC=C